C1C(C(=O)C2=C(O1)C=C(C=C2)O)C3=CC=C(C=C3)O The molecule is a hydroxyisoflavanone that is isoflavanone carrying two hydroxy substituents located at positions 4' and 7. It has a role as a metabolite.